[Na].[Na].FCCCCOC(C)C=1C=C2NC1C=C1C=C(C(=N1)C=C1C=CC(N1)=CC=1C=CC(N1)=C2)C(C)OCCCCF 3,8-bis(1-(4-fluorobutoxy)ethyl)porphyrin disodium salt